ClC1=NC=C2NC(N(C2=N1)CC1=CC=C(C=C1)C=1N(C=C(N1)C(F)(F)F)C)=N 2-chloro-9-[[4-[1-methyl-4-(trifluoromethyl)imidazol-2-yl]phenyl]methyl]-7H-purin-8-imine